C(C1=CC=CC=C1)OC=1C=C(C=CC1C(=O)OCC1=CC=CC=C1)N(C(=O)[C@@H]1N(CC1)C(=O)OC(C)(C)C)CC1=NC=C(N=C1)C1CCCCC1 tert-butyl (R)-2-((3-(benzyloxy)-4-((benzyloxy)carbonyl)phenyl)((5-cyclohexylpyrazin-2-yl)methyl)carbamoyl)azetidine-1-carboxylate